FC1=C(C(=CC=C1)F)C1=CC=CC2=C1C(=NO2)N2C(N1C(=C2)[C@@H]([C@@H](C1)NS(=O)(=O)CC)F)=O |o1:22,23| rel-N-{(6R,7R)-2-[4-(2,6-difluorophenyl)-1,2-benzoxazol-3-yl]-7-fluoro-3-oxo-2,5,6,7-tetrahydro-3H-pyrrolo[1,2-c]imidazol-6-yl}ethanesulfonamide